C(C)(C)NC(=N)NC1=C(C=C(C=C1)C1=NNC(CC1C)=O)C 1-isopropyl-3-(2-methyl-4-(4-methyl-6-oxo-1,4,5,6-tetrahydropyridazin-3-yl)phenyl)guanidine